N-Propylpiperidinium cyanid [C-]#N.C(CC)[NH+]1CCCCC1